N-(5-chloro-2-(6-(2,6-dichloro-3,5-dimethoxyphenyl)-4,5,6,7-tetrahydro-1H-indazol-3-yl)phenyl)acrylamide ClC=1C=CC(=C(C1)NC(C=C)=O)C1=NNC=2CC(CCC12)C1=C(C(=CC(=C1Cl)OC)OC)Cl